(19R)-22-amino-16-fluoro-19-methyl-4-(propan-2-yl)-20-oxa-4,5,11,12,23-pentaazapentacyclo[19.3.1.02,6.08,12.013,18]pentacosa-1(24),2,5,8,10,13,15,17,21(25),22-decaene-3-carbonitrile NC=1C=2O[C@@H](C3=CC(=CC=C3N3N=CC=C3CC3=NN(C(=C3C(=CN1)C2)C#N)C(C)C)F)C